N-(2-(2-(2-(2-azidoethoxy)ethoxy)ethoxy)ethyl)-4-(3-fluorophenyl)-1-(5-(isopropylthio)-4-(4-(trifluoromethyl)phenyl)thiazol-2-yl)-3-methyl-1H-pyrazole-5-carboxamide N(=[N+]=[N-])CCOCCOCCOCCNC(=O)C1=C(C(=NN1C=1SC(=C(N1)C1=CC=C(C=C1)C(F)(F)F)SC(C)C)C)C1=CC(=CC=C1)F